[O-2].[O-2].[Zr+4].[Gd+3] gadolinium-zirconium dioxide